2,6-diethyl-N,N-dimethylaniline C(C)C1=C(N(C)C)C(=CC=C1)CC